N,N-Diethyl-3-Amino-6-chloro-benzenesulfonamide C(C)N(S(=O)(=O)C1=CC(=CC=C1Cl)N)CC